COC(C1=CC=C(C=C1)OC)OC 1-(dimethoxymethyl)-4-methoxybenzene